NC[C@@H](O)C=1C=CC(=NC1)C1=C(C=C(C#N)C=C1)OC1=CC(=NC(=C1)OC1COC1)C 4-[5-[(1S)-2-amino-1-hydroxyethyl]pyridin-2-yl]-3-[2-methyl-6-(oxetan-3-yloxy)pyridin-4-yl]oxybenzonitrile